2-amino-2-(3,3-dimethylcyclohexyl)acetic acid ethyl ester C(C)OC(C(C1CC(CCC1)(C)C)N)=O